2,4,6-trimethylbenzoyl-diphenylphosphinophosphonium CC1=C(C(=O)[PH2+]P(C2=CC=CC=C2)C2=CC=CC=C2)C(=CC(=C1)C)C